(E)-2-methyl-2,6-heptandienol C/C(/CO)=C\CCC=C